ClC1=C(C(=CC=C1)C=1C=C2C(=NN1)NC[C@@]1(N2C[C@@H](C1)N(C1CCNCC1)CC)CC)O 2-chloro-6-((6aR,8R)-6a-ethyl-8-(ethyl(piperidin-4-yl)amino)-5,6,6a,7,8,9-hexahydro-pyrrolo[1',2':4,5]pyrazino[2,3-c]pyridazin-2-yl)phenol